isopropyl-p-phenylenediamine C(C)(C)NC1=CC=C(C=C1)N